C(C)OC(CP(=O)(C1=CC=CC=C1)OCC)=O 2-(ethoxyphenylphosphinyl)-acetic acid ethyl ester